Trans-dimethylsilanediyl-[2-methyl-4-(4-tert-butylphenyl)-5-methoxy-6-tert-butylinden-1-yl][2-methyl-4-(4-tert-butylphenyl)-1,5,6,7-tetrahydro-s-indacen-1-yl]zirconium dichloride [Cl-].[Cl-].C[Si](=[Zr+2](C1C(=CC2=C(C=3CCCC3C=C12)C1=CC=C(C=C1)C(C)(C)C)C)C1C(=CC2=C(C(=C(C=C12)C(C)(C)C)OC)C1=CC=C(C=C1)C(C)(C)C)C)C